CC1(NC(C2=CC=C(C=C12)C#N)=C=O)C 3,3-Dimethyl-1-carbonylisoindole-5-carbonitrile